C(CC)N1C(=CC=C1)C(=O)N propyl-1H-pyrrole-2-carboxamide